[5-(3,5-Dimethoxyphenyl)-1-[(2-ethoxyphenyl)-methyl]-1H-pyrazol-3-yl]methanol COC=1C=C(C=C(C1)OC)C1=CC(=NN1CC1=C(C=CC=C1)OCC)CO